N-benzyl-1-[(3S)-7-(ethylamino)-5-fluoro-3-methyl-2-OxO-indolin-3-yl]-4-phenyl-piperidine-3-carboxamide C(C1=CC=CC=C1)NC(=O)C1CN(CCC1C1=CC=CC=C1)[C@@]1(C(NC2=C(C=C(C=C12)F)NCC)=O)C